C(CCC)C1=NSC2=C1C=CC=C2 n-butyl-1,2-benzisothiazolin